C[C@H](CC[C@H](C(CO)CO)O)[C@H]1CC[C@@H]2[C@@]1([C@H](C[C@H]3[C@H]2[C@@H](C[C@H]4[C@@]3(CC[C@H](C4)O)C)O)O)C The molecule is a 3alpha-hydroxy steroid, a 7alpha-hydroxy steroid, a 12alpha-hydroxy steroid, a 24-hydroxy steroid, a 26-hydroxy steroid and a 27-hydroxy steroid. It derives from a hydride of a 5beta-cholestane.